COC(C(C[C@@H](C)[C@H]1CC[C@H]2[C@@H]3[C@H](C[C@@H]4C[C@H](CC[C@]4(C)[C@H]3CC[C@]12C)O)OCOC)OC(C)=O)=O acetoxy-3β-hydroxy-7β-methoxymethoxy-5β-cholanic acid methyl ester